3-methoxy-N-[(1s,4s)-4-{[2-(trifluoromethyl)quinolin-4-yl]amino}cyclohexyl]benzamide COC=1C=C(C(=O)NC2CCC(CC2)NC2=CC(=NC3=CC=CC=C23)C(F)(F)F)C=CC1